methyl (R)-2-amino-3-(6-fluoro-7-methylthieno[3,2-b]pyridine-2-carboxamido)propanoate N[C@@H](C(=O)OC)CNC(=O)C1=CC2=NC=C(C(=C2S1)C)F